tert-Butyl N-[4-cyano-2-isopropyl-5-[6-[1-methyl-2-oxo-2-[[5-(2,2,2-trifluoro-1,1-dimethyl-ethyl)isoxazol-3-yl]amino]ethyl]-3-pyridyl]pyrazol-3-yl]carbamate C(#N)C1=C(N(N=C1C=1C=NC(=CC1)C(C(NC1=NOC(=C1)C(C(F)(F)F)(C)C)=O)C)C(C)C)NC(OC(C)(C)C)=O